[N+](=O)([O-])C1=CC=C(C=C1)S(=O)(=O)NS(=NC(C)(CC(C)(C)C)C)C1=C(C=CC=C1)C 4-Nitro-N-(S-(o-tolyl)-N-(2,4,4-trimethylpentan-2-yl)sulfinimidoyl)benzenesulfonamide